2-Ethynyl-N-(4-fluoro-3,5-dimethylphenyl)-N-(2-oxo-1-(2,2,2-trifluoroethyl)pyrrolidin-3-yl)thiazole-4-carboxamide C(#C)C=1SC=C(N1)C(=O)N(C1C(N(CC1)CC(F)(F)F)=O)C1=CC(=C(C(=C1)C)F)C